(E)-2-(2-trifluoromethyl-benzylidene)-6-hydroxy-2,3-dihydro-1H-inden-1-one FC(C1=C(\C=C/2\C(C3=CC(=CC=C3C2)O)=O)C=CC=C1)(F)F